2,4-bis(1,1,2,2,3,3,4,4,5,5,6,6-dodecafluorohexyl)-4,5,5-trifluoro-1,3-dioxolane FC(C(C(C(C(C(F)F)(F)F)(F)F)(F)F)(F)F)(F)C1OC(C(O1)(F)C(C(C(C(C(C(F)F)(F)F)(F)F)(F)F)(F)F)(F)F)(F)F